2-[6'-(4-tert-butoxycarbonylpiperazin-1-yl)-3'-oxo-spiro[cyclopropan-1,1'-isoindoline]-2'-yl]glutaric acid C(C)(C)(C)OC(=O)N1CCN(CC1)C1=CC=C2C(N(C3(C2=C1)CC3)C(C(=O)O)CCC(=O)O)=O